(2R,3R)-2,3-bis[(4-methylbenzoyl)oxy]succinic acid hydrate O.CC1=CC=C(C(=O)O[C@@H](C(=O)O)[C@H](C(=O)O)OC(C2=CC=C(C=C2)C)=O)C=C1